OC1C(CC(CC1)OC)C=1N=C(C2=CN=CC=C2C1C(=O)N)NC (2-hydroxy-5-methoxycyclohexyl)-1-(methylamino)-2,7-naphthyridine-4-carboxamide